O=C1N2C(=NN1C13CC(C1)(C3)C#N)CCC2C2=CC=C(C=C2)C 3-(3-oxo-5-(p-tolyl)-6,7-dihydro-3H-pyrrolo[2,1-c][1,2,4]triazol-2(5H)-yl)bicyclo[1.1.1]pentane-1-carbonitrile